C(#C)C(O)(C)CCCCCCCCCC acetylenyl-decyl-methyl-methanol